IC=1C=C(C(=O)[O-])C=CC1C 3-Iodo-4-methylbenzoate